N-[2-(diethylamino)ethyl]-5-(methylsulfonyl)-2-methoxybenzamide hydrochloride Cl.C(C)N(CCNC(C1=C(C=CC(=C1)S(=O)(=O)C)OC)=O)CC